FC1(CCC(CC1)NC(=O)C1=CC2=C(N=C(S2)N2CC3CCC(C2)N3CCO)C=C1)F N-(4,4-difluorocyclohexyl)-2-(8-(2-hydroxyethyl)-3,8-diazabicyclo[3.2.1]octane-3-yl)benzo[d]thiazole-6-carboxamide